indenyl-carbon C1(C=CC2=CC=CC=C12)[C]